N-methyl-N-methylsulfonyl-ethynylamine CN(S(=O)(=O)C)C#C